OC[C@H]1O[C@@]2([C@@H](CCO2)\N=C/C2(CC=CC3=CC=CC=C23)O)[C@@H]([C@H]([C@H]1O)N1N=NC(=C1)C1=CC(=C(C(=C1)F)F)F)O (4R,5S,7R,8R,9S,10R)-7-(hydroxymethyl)-4-((Z)-((1-hydroxynaphthalen-1-yl)methylene)amino)-9-(4-(3,4,5-trifluorophenyl)-1H-1,2,3-triazol-1-yl)-1,6-dioxaspiro[4.5]decane-8,10-diol